1-(4-chlorophenyl)-pyrazolidin-3-one ClC1=CC=C(C=C1)N1NC(CC1)=O